CC1=C(C=2N(C=C1C=1NC3=CC=C(C=C3C1C(C)C)C1CC3C(CN(C3)CC(=O)N(C)C)C1)C=NN2)C 2-(5-(2-(7,8-Dimethyl-[1,2,4]triazolo[4,3-a]pyridin-6-yl)-3-isopropyl-1H-indol-5-yl)hexahydrocyclopenta[c]pyrrol-2(1H)-yl)-N,N-dimethylacetamid